chloro-3-(4-chloro-3-fluorophenyl)-1-benzothiophene-2-carboxylic acid ClC1=CC=CC2=C1C(=C(S2)C(=O)O)C2=CC(=C(C=C2)Cl)F